2,4,6-trimethylbenzoyl-(dimethylamino)phenylphosphine oxide CC1=C(C(=O)P(C2=CC=CC=C2)(N(C)C)=O)C(=CC(=C1)C)C